ClC1=C(C=NN1C)C=1C(=NC(=NC1)C=1C(=NC=NC1OC)C1CC1)NCC1=C(C=C(C=C1)OC)OC 5-(5-Chloro-1-methyl-1H-pyrazol-4-yl)-4'-cyclopropyl-N-(2,4-dimethoxybenzyl)-6'-methoxy-[2,5'-bipyrimidine]-4-amine